4-(4-((3-ethyl-9-fluoro-2-oxo-2,3-dihydro-1H-pyrimido[4,5,6-de]quinazolin-8-yl)methyl)piperazin-1-yl)-3-fluorobenzoic acid C(C)N1C(NC2=C(C(=CC=3C2=C1N=CN3)CN3CCN(CC3)C3=C(C=C(C(=O)O)C=C3)F)F)=O